N-(5-((2-((1s,4s)-2-azabicyclo[2.2.2]octan-2-yl)ethyl)carbamoyl)-2-methylpyridin-3-yl)-6-(1-((R)-tetrahydrofuran-3-yl)-1H-pyrazol-4-yl)-[1,2,3]triazolo[1,5-a]pyridine-3-carboxamide C12N(CC(CC1)CC2)CCNC(=O)C=2C=C(C(=NC2)C)NC(=O)C=2N=NN1C2C=CC(=C1)C=1C=NN(C1)[C@H]1COCC1